N-methylphenyl-N',N'-dibutylurea CN(C(=O)N(CCCC)CCCC)C1=CC=CC=C1